C(C)(C)(C)OC(NC1CN(CC1)C1=CC(=CC=C1)C=O)=O [1-(3-FORMYL-PHENYL)-PYRROLIDIN-3-YL]-CARBAMIC ACID TERT-BUTYLESTER